C(#N)C=1C=C(C=CC1)C1=CC(=CC=C1)S(=O)(=O)N1CCC2(CC(CO2)NC[C@@H](COC=2C=C(C=CC2)S(=O)(=O)NC)O)CC1 3-((2S)-3-(8-(3'-cyanobiphenyl-3-ylsulfonyl)-1-oxa-8-azaspiro[4.5]decan-3-ylamino)-2-hydroxypropoxy)-N-methylbenzenesulfonamide